C(CC)N[C@@H]1CC2=C(N=CS2)CC1 (S)-6-propylamino-4,5,6,7-tetrahydrobenzothiazole